NCC1=CC(=C(C=C1)NC(=O)C1=CC2=C(OCCC3=C2SC=C3)C=C1C=1C(=NC(=CC1)C(NCCC)=O)C(=O)O)OC 3-(9-((4-(aminomethyl)-2-methoxyphenyl)carbamoyl)-4,5-dihydrobenzo[b]thieno[2,3-d]oxepin-8-yl)-6-(propylcarbamoyl)picolinic acid